FC1(CCCCC2=C1N=C(N=C2N2C[C@@H]1C([C@@H]1C2)CC(=O)OC)S(=O)(=O)C)F methyl 2-((1R,5S,6s)-3-(9,9-difluoro-2-(methylsulfonyl)-6,7,8,9-tetrahydro-5H-cyclohepta[d]pyrimidin-4-yl)-3-azabicyclo[3.1.0]hexan-6-yl)acetate